1-N'-[4-[(6-cyano-7-methoxy-1,5-naphthyridin-4-yl)oxy]-3-fluorophenyl]-1-N-(4-fluorophenyl)cyclopropane-1,1-dicarboxamide C(#N)C=1N=C2C(=CC=NC2=CC1OC)OC1=C(C=C(C=C1)NC(=O)C1(CC1)C(=O)NC1=CC=C(C=C1)F)F